5-Fluoro-2-((2-methoxyphenyl)(phenyl)(1H-pyrrol-2-yl)methyl)-3-phenyl-1H-indole FC=1C=C2C(=C(NC2=CC1)C(C=1NC=CC1)(C1=CC=CC=C1)C1=C(C=CC=C1)OC)C1=CC=CC=C1